C(C)N1C2=CC=C(C=C2C=2C=C(C=CC12)/C=C/C1=NC=2C=CC3=C(C2C1(C)C)C=CC=C3)N (E)-2-(2-(9-ethyl-6-amino-9H-carbazol-3-yl)vinyl)-1,1-dimethyl-1H-benzo[E]Indole